2,3-dibromo-1,4-diiodobenzene BrC1=C(C=CC(=C1Br)I)I